BrC=1C(=NN2C1CCC(C2)(F)F)C2=NC=C(C=C2)F 3-Bromo-6,6-difluoro-2-(5-fluoropyridin-2-yl)-4,5,6,7-tetrahydropyrazolo[1,5-a]pyridine